OC/C(=C/CCC(C)=O)/CC\C=C(\CCC=C(C)C)/C (5E,9e)-6-(hydroxymethyl)-10,14-dimethylpentadeca-5,9,13-trien-2-one